FC1=C(C=NC=C1)C1=NC2=C(C=3C=NC=CC13)N=C(N=C2)NC2=CC(=C(C=C2)N2CCN(CC2)C)C 6-(4-fluoropyridin-3-yl)-N-(3-methyl-4-(4-methylpiperazin-1-yl)phenyl)pyrimido[5,4-c][2,6]naphthyridin-2-amine